6-bromo-1-isobutyl-pyrazolo[4,3-c]pyridine BrC1=CC2=C(C=N1)C=NN2CC(C)C